(3S)-3-methyl-4-(5-{[(3R)-3-(2-methylphenyl)piperazin-1-yl]methyl}-3-(trifluoromethyl)pyridin-2-yl)morpholine C[C@@H]1N(CCOC1)C1=NC=C(C=C1C(F)(F)F)CN1C[C@H](NCC1)C1=C(C=CC=C1)C